1-(4-((5,5-Dimethyl-2,4-dioxo-3-((2-(trimethylsilyl)ethoxy)methyl)imidazolidin-1-yl)methyl)-4-methylcyclohexyl)-3-isobutylurea CC1(C(N(C(N1CC1(CCC(CC1)NC(=O)NCC(C)C)C)=O)COCC[Si](C)(C)C)=O)C